2-ethynyltetrahydrofuran-3-yl (4Z,7Z,10Z,13Z,16Z,19Z)-docosa-4,7,10,13,16,19-hexaenoate C(CC\C=C/C\C=C/C\C=C/C\C=C/C\C=C/C\C=C/CC)(=O)OC1C(OCC1)C#C